FC(OC1=C(C=CC=C1)C1=NN2C(=NC=3C=CC=CC3C2=N1)N[C@@H](CCCC)C(=O)N)(F)F N2-{2-[2-(trifluoromethoxy)phenyl][1,2,4]triazolo[1,5-c]quinazolin-5-yl}norleucinamide